COC1=CC2=C(C=N1)CC1(CCNCC1)[C@@H]2N[S@](=O)C(C)(C)C (R)-N-[(5S)-3-methoxyspiro[5,7-dihydrocyclopenta[c]pyridine-6,4'-piperidine]-5-yl]-2-methyl-propane-2-sulfinamide